4-(4-Chlorophenyl)-2-(2,4-dichlorobenzyl)imidazole ClC1=CC=C(C=C1)C=1N=C(NC1)CC1=C(C=C(C=C1)Cl)Cl